C(C)(C)(C)OC(=O)N1C(CC=CC1)C1=CC2=C(C=N1)C(=NN2C)N2C(NC(CC2)=O)=O (3-(2,4-Dioxotetrahydropyrimidin-1(2H)-yl)-1-methyl-1H-pyrazolo[4,3-c]pyridin-6-yl)-3,6-dihydropyridine-1(2H)-carboxylic acid tert-butyl ester